N-(4-((7-((1-(cyclopentylamino)cyclopropyl)methoxy)-6-methoxyquinolin-4-yl)oxy)-3-fluorophenyl)-N-(4-fluorophenyl)cyclopropane-1,1-dicarboxamide C1(CCCC1)NC1(CC1)COC1=C(C=C2C(=CC=NC2=C1)OC1=C(C=C(C=C1)N(C(=O)C1(CC1)C(=O)N)C1=CC=C(C=C1)F)F)OC